4-(4-(difluoromethoxy)phenyl)-2-ethoxy-6-(imidazo[1,2-a]pyridin-6-yl)thiazolo[4,5-b]pyridin-5(4H)-one FC(OC1=CC=C(C=C1)N1C2=C(C=C(C1=O)C=1C=CC=3N(C1)C=CN3)SC(=N2)OCC)F